racemic-1-(6-methylpyridin-2-yl)ethan-1-amine CC1=CC=CC(=N1)[C@@H](C)N |r|